6-((1R,3s,5S,6r)-6-(1-ethyl-3-(2-(trifluoromethyl)pyridin-4-yl)-1H-pyrazol-5-yl)bicyclo[3.1.0]hexan-3-yl)-2-thia-6-azaspiro[3.4]octane 2,2-dioxide C(C)N1N=C(C=C1C1[C@H]2CC(C[C@@H]12)N1CC2(CS(C2)(=O)=O)CC1)C1=CC(=NC=C1)C(F)(F)F